ClC1=CC(=C(C(=C1)C)NS(=O)(=O)C=1C=C(C=NC1OC)NC(=O)C=1N=C(SC1)C1=CC=CC=C1)C N-(5-(N-(4-chloro-2,6-dimethylphenyl)sulfamoyl)-6-methoxypyridin-3-yl)-2-phenylthiazole-4-carboxamide